O1CC(C1)N1CCC(CC1)C=1N=NNC1C(=O)O 4-(1-(oxetan-3-yl)piperidin-4-yl)-1H-1,2,3-triazole-5-carboxylic acid